1-(3,6-dihydro-2H-pyran-4-yl)-6-methyl-8-oxo-6,8-dihydro-3H-spiro[dipyrrolo[2,3-b:3',2'-d]pyridine-7,4'-piperidine]-1'-carboxylic acid tert-butyl ester C(C)(C)(C)OC(=O)N1CCC2(CC1)C(C1=C3C(=NC=C1N2C)NC=C3C=3CCOCC3)=O